2-(5-hydroxy-3-(pyridin-3-yl)-4-(4-sulfamoylbenzyl)-1H-pyrazol-1-yl)thiazole-4-carboxylic acid OC1=C(C(=NN1C=1SC=C(N1)C(=O)O)C=1C=NC=CC1)CC1=CC=C(C=C1)S(N)(=O)=O